{8-[6-(fluoromethoxy)-7-methoxyquinazolin-4-yl]-2,8-diazaspiro[4.5]decan-2-yl}(imino)methyl-λ6-sulfanone FCOC=1C=C2C(=NC=NC2=CC1OC)N1CCC2(CCN(C2)[SH2](=O)C=N)CC1